2,6-dimethyl-3-phenyl-5-propylfuro[3,2-c]pyridin-4(5H)-one CC1=C(C=2C(N(C(=CC2O1)C)CCC)=O)C1=CC=CC=C1